COC(=O)C=1C=C(C=C(C1)[N+](=O)[O-])B(O)O (3-(methoxycarbonyl)-5-nitrophenyl)boronic acid